di(nonan-3-yl) 9,9'-((3-((tert-butoxycarbonyl)amino)propyl)azanediyl)dinonanoate C(C)(C)(C)OC(=O)NCCCN(CCCCCCCCC(=O)OC(CC)CCCCCC)CCCCCCCCC(=O)OC(CC)CCCCCC